3-methacryloxypropyltriSilane C(C(=C)C)(=O)OCCC[SiH2][SiH2][SiH3]